N-(4-cyclopropyl-5-((3,4-dichlorophenyl)carbamoyl)thiazol-2-yl)-N-(4-fluorophenyl)cyclopropane-1,1-dicarboxamide C1(CC1)C=1N=C(SC1C(NC1=CC(=C(C=C1)Cl)Cl)=O)N(C(=O)C1(CC1)C(=O)N)C1=CC=C(C=C1)F